C[Si](C)(C)C#CC=1C=CC(=NC1)C=O 5-((trimethylsilyl)ethynyl)picolinaldehyde